2,2',3,3'-tetrahydro-3,3,3',3'-tetramethyl-1,1'-spirobi(1H-indene) CC1(CC2(C3=CC=CC=C13)CC(C1=CC=CC=C12)(C)C)C